CC1=NC(=CC=C1NC1CC2(C1)CC(C2)N)N2CC(OC(C2)C)(C)C N2-(2-methyl-6-(2,2,6-trimethylmorpholino)pyridin-3-yl)spiro[3.3]heptane-2,6-diamine